CNC(=O)C12CNCC(C1)C2 N-Methyl-3-azabicyclo[3.1.1]heptane-1-carboxamide